N[C@H](CC1=C(C=2N=NC=C(C2S1)NCC=1SC=CC1)Br)[C@H](C)F 6-[(2R,3S)-2-amino-3-fluorobutyl]-7-bromo-N-[(thiophen-2-yl)methyl]thieno[3,2-c]pyridazin-4-amine